ClC1=C(C(=NN1C)C)CN1CC2(C1)CNC2 2-[(5-chloro-1,3-dimethyl-pyrazol-4-yl)methyl]-2,6-diazaspiro[3.3]heptane